(3,3-dimethylallyl)triphenyl-phosphonium bromide [Br-].CC(=CC[P+](C1=CC=CC=C1)(C1=CC=CC=C1)C1=CC=CC=C1)C